NCC(CC[Si](OC)(OC)OC)(C)C 4-Amino-3,3-dimethylbutyl-trimethoxysilan